4-(3-methoxyphenyl)tetrahydrofuran COC=1C=C(C=CC1)C1CCOC1